5-(2-cyclopropylphenyl)-N,N-dimethylpyrrolidin-3-amine C1(CC1)C1=C(C=CC=C1)C1CC(CN1)N(C)C